BrC1=C2N=CC(=NC2=CC=C1)C1=CC=C(C=C1)C 5-bromo-2-(p-methylphenyl)quinoxaline